FC=1C=CC=C2C(=CN=CC12)N1N=CC(=C1C(F)(F)F)C(=O)NC1=CC(=NC=C1)C(F)(F)F 1-(8-fluoroisoquinolin-4-yl)-5-(trifluoromethyl)-N-(2-(trifluoromethyl)pyridin-4-yl)-1H-pyrazole-4-carboxamide